OC(COC1=CC(=C(C=C1)C1=NC(=NC(=N1)C1=C(C=C(C=C1)C)C)C1=C(C=C(C=C1)C)C)O)COCCCCCCCCCCCCC 2-[4-((2-Hydroxy-3-tridecyloxypropyl)-oxy)-2-hydroxyphenyl]-4,6-bis(2,4-dimethylphenyl)-1,3,5-triazine